(4S,5R)-4,5-dichloro-4,5-dimethyl-1,3-dioxan-2-one Cl[C@@]1(OC(OC[C@@]1(C)Cl)=O)C